CP(C1=NN2C(CNCCC2)=C1)(C)=O Dimethyl-(5,6,7,8-tetrahydro-4H-pyrazolo[1,5-a][1,4]diazepin-2-yl)phosphine oxide